(RS)-tert-butyl 2,2-difluoro-6-(4-(methoxycarbonyl)phenyl)-7-azaspiro[3.5]nonane-7-carboxylate FC1(CC2(C1)C[C@@H](N(CC2)C(=O)OC(C)(C)C)C2=CC=C(C=C2)C(=O)OC)F |r|